C1(=CC=CC=C1)NC1=CC=CC=2OC3=CC=CC=C3C3(C12)OC(C1=C3C=CC=C1)=O (phenylamino)spiro[2-benzofuran-3,9'-xanthene]-1-one